ethylpyrimidine 1-oxide C(C)C1=[N+](C=CC=N1)[O-]